Butyl 4-(6-(5-Bromo-1-methyl-2-oxo-1,2-dihydropyridin-3-ylamino) pyridin-3-yl)-3,3-dimethylpiperazine-1-carboxylate BrC=1C=C(C(N(C1)C)=O)NC1=CC=C(C=N1)N1C(CN(CC1)C(=O)OCCCC)(C)C